ClC=1C=C2C(=CN=C(C2=CN1)OCC)[C@](C)(O)C1CC1 (R)-1-(6-Chloro-1-ethoxy-2,7-naphthyridin-4-yl)-1-cyclopropylethan-1-ol